C(#N)C1=NC=CC=C1C1=CC=C(N1)C(=O)OC methyl 5-(2-cyanopyridin-3-yl)-1H-pyrrole-2-carboxylate